2-(6-(methyl(2,2,6,6-tetramethylpiperidin-4-yl)amino)pyridazin-3-yl)-5-(1-methyl-1H-imidazol-5-yl)phenol CN(C1=CC=C(N=N1)C1=C(C=C(C=C1)C1=CN=CN1C)O)C1CC(NC(C1)(C)C)(C)C